(2R,6R)-6-methyl-N-(1,4-oxazepan-6-yl)-4-[8-(trifluoromethyl)-5-quinolinyl]morpholine-2-carboxamide C[C@H]1O[C@H](CN(C1)C1=C2C=CC=NC2=C(C=C1)C(F)(F)F)C(=O)NC1CNCCOC1